((4S,5R)-2,2-dimethyl-5-(5-chlorothiophen-2-yl)-1,3-dioxolan-4-yl)methylsulfamate CC1(O[C@H]([C@@H](O1)CNS([O-])(=O)=O)C=1SC(=CC1)Cl)C